5-(chloromethyl)-3-(3-(3-chlorophenyl)-3-azabicyclo[3.1.0]hex-6-yl)-1,2,4-oxadiazole ClCC1=NC(=NO1)C1C2CN(CC12)C1=CC(=CC=C1)Cl